ClC1=CC=C(CC2=CN(C3=CC=C(C=C23)N)C)C=C1 3-(4-chlorobenzyl)-1-methyl-1H-indol-5-amine